(S)-quinuclidin-3-yl (5-(3-methoxy-5-(trifluoromethyl)phenyl)-2,2-dimethyl-2,3-dihydro-1H-inden-1-yl)carbamate COC=1C=C(C=C(C1)C(F)(F)F)C=1C=C2CC(C(C2=CC1)NC(O[C@@H]1CN2CCC1CC2)=O)(C)C